L-3-nitrotyrosine [N+](=O)([O-])C=1C=C(C[C@H](N)C(=O)O)C=CC1O